4-ethyl-7-(trimethylstannyl)-3,4-dihydrothieno[2,3-f][1,4]thiazepin-5(2H)-one 1,1-dioxide C(C)N1CCS(C2=C(C1=O)SC(=C2)[Sn](C)(C)C)(=O)=O